CC=1SC2=C(N1)C(=CC=C2CNC(C=C)=O)OC=2C=NC(=CC2)C(F)(F)F N-{(2-methyl-4-[{6-(trifluoromethyl)pyridin-3-yl}oxy]benzo[d]thiazol-7-yl)methyl}acrylamide